NC=1C(=NC(=CN1)C1=CC=C(C=C1)N1C[C@@H](OCC1)C(C)C)C=1C=C2CCNC(C2=CC1F)=O (S)-6-(3-amino-6-(4-(2-isopropylmorpholino)phenyl)pyrazin-2-yl)-7-fluoro-3,4-dihydroisoquinolin-1(2H)-one